C(C)(C)(C)C=1C=CC=2N(C3=CC=C(C=C3C2C1)C(C)(C)C)C=1C=C(C=C(C1)Cl)C1=C(C(=C(C(=C1[2H])[2H])[2H])[2H])[2H] 3,6-di-tert-butyl-9-(5-chloro-[1,1'-biphenyl]-3-yl-2',3',4',5',6'-d5)-9H-carbazole